FC(C1(CC1)NC(=O)C1=CC2=C(NC=N2)C=C1)(F)F N-[1-(trifluoromethyl)cyclopropyl]-1H-benzimidazole-5-carboxamide